4-((3-hydroxy-3-methylpiperidin-1-yl)methyl)-7,7-dimethyl-6,7-dihydro-5H-cyclopenta[b]pyridine-2-carboxamide OC1(CN(CCC1)CC1=C2C(=NC(=C1)C(=O)N)C(CC2)(C)C)C